C(C1=CC=CC=C1)OCCOC(NC=1C=C2CCN(C2=CC1)CC=1SC(=CC1)Cl)=O [1-(5-Chlorothiophen-2-ylmethyl)-2,3-dihydro-1H-indol-5-yl]-carbamic acid 2-benzyloxyethyl ester